ClC(C(C(=O)O)(C)C)=C 3-CHLORO-2,2-DIMETHYLBUT-3-ENOIC ACID